N[C@H](/C=C/C(=O)N1CC2=C([C@@H](C1)C1=C(C=CC=C1)C=1C(=NN(C1)CC)C(F)(F)F)C=C(S2)C#N)C (S)-6-((S,E)-4-aminopent-2-enoyl)-4-(2-(1-ethyl-3-(trifluoromethyl)-1H-pyrazol-4-yl)phenyl)-4,5,6,7-tetrahydrothieno[2,3-c]pyridine-2-carbonitrile